5-{[(1S,2R)-2-Aminocyclohexyl]amino}-N-[3-(dimethylcarbamoyl)-1-methyl-1H-pyrazol-4-yl]pyrazolo[1,5-a]pyrimidin-3-carboxamid N[C@H]1[C@H](CCCC1)NC1=NC=2N(C=C1)N=CC2C(=O)NC=2C(=NN(C2)C)C(N(C)C)=O